hydroxymethyl-tetrahydrofuran-2-yl-5-fluoropyrimidin-2(1H)-one OCC1=NC(N(C=C1F)C1OCCC1)=O